TETRAETHYLENE GLYCOL P-toluenesulfonate CC1=CC=C(C=C1)S(=O)(=O)OCCOCCOCCOCCO